C1(CCC1)OC=1C=C(C=C(C1)C1=CC(=C(C=C1)CCCCC(=O)O)F)F 5-(5'-cyclobutoxy-3,3'-difluoro-biphenyl-4-yl)-pentanoic acid